methyl 2-cyano-9-(((trifluoromethyl)sulfonyl)oxy)-6,7-dihydro-5H-benzo[7]annulene-3-carboxylate C(#N)C=1C(=CC2=C(C(=CCCC2)OS(=O)(=O)C(F)(F)F)C1)C(=O)OC